The molecule is a ribose monophosphate and a N-glycosyl compound. It derives from an anthranilic acid. It is a conjugate acid of a N-(5-phosphonato-beta-D-ribosyl)anthranilate. C1=CC=C(C(=C1)C(=O)O)N[C@H]2[C@@H]([C@@H]([C@H](O2)COP(=O)(O)O)O)O